(R)-2-fluoro-N-(8-methylisoquinolin-1-yl)-N-(piperidin-3-yl)-4-(4,5,6,7-tetrahydro-1H-indazol-3-yl)benzamide FC1=C(C(=O)N([C@H]2CNCCC2)C2=NC=CC3=CC=CC(=C23)C)C=CC(=C1)C1=NNC=2CCCCC12